succinic acid, dipotassium salt [K+].[K+].C(CCC(=O)[O-])(=O)[O-]